C1(CC1)SC=1C=CC(=C(C1)C1=NN(C=C1NC(=O)C=1C=NN2C1N=CC=C2)CC(=O)N2CCC(CC2)NCC(C)(F)F)OC(F)F N-[3-[5-cyclopropylsulfanyl-2-(difluoromethoxy)phenyl]-1-[2-[4-(2,2-difluoropropylamino)-1-piperidyl]-2-oxo-ethyl]pyrazol-4-yl]pyrazolo[1,5-a]pyrimidine-3-carboxamide